N-(3,3-difluoropiperidin-4-yl)-2-methyl-5-[(4-methyl-1,3-thiazol-5-yl)methoxy]-2H-indazole-3-carboxamide FC1(CNCCC1NC(=O)C=1N(N=C2C=CC(=CC12)OCC1=C(N=CS1)C)C)F